C(C)(C)(C)OC(N(C)C1CCCCC1)=O cyclohexyl-(methyl)carbamic acid tert-butyl ester